methyl 1-methyl-4,5,6,7-tetrahydro-1H-imidazo[4,5-c]pyridine-2-carboxylate CN1C(=NC=2CNCCC21)C(=O)OC